ethyl 6-bromo-2,2-dimethylhexanoate BrCCCCC(C(=O)OCC)(C)C